Cl.NC1(CCN(CC1)C(=O)OCC1=CC=CC=C1)C(C(=O)N)O benzyl 4-amino-4-(2-amino-1-hydroxy-2-oxoethyl)piperidine-1-carboxylate Hydrochloride